4-(5-ethoxypyridin-2-yl)-N-(5-(trifluoromethyl)pyridin-2-yl)thiazol-2-amine C(C)OC=1C=CC(=NC1)C=1N=C(SC1)NC1=NC=C(C=C1)C(F)(F)F